BrC=1C(=CC2=C(N=CN2COCC[Si](C)(C)C)C1)OCCN(C)C 2-[6-bromo-3-(2-trimethylsilylethoxymethyl)benzimidazol-5-yl]oxyethyl-dimethyl-amine